FC(OC=1C=C(C=CC1)CN(CC(=O)NO)CC1=CC(=CC=C1)OC(F)F)F 2-[bis[[3-(difluoromethoxy)phenyl]methyl]-amino]ethanehydroxamic acid